tert-butyl 3-(6-[[(benzyloxy) carbonyl] amino]-1-cyano-4-fluoro-5,6,7,8-tetrahydronaphthalen-2-yl)-3,8-diazabicyclo[3.2.1]octane-8-carboxylate C(C1=CC=CC=C1)OC(=O)NC1CC=2C(=CC(=C(C2CC1)C#N)N1CC2CCC(C1)N2C(=O)OC(C)(C)C)F